4-Chloro-7-isopropylthieno[3,2-d]pyrimidine ClC=1C2=C(N=CN1)C(=CS2)C(C)C